NCC(COC(C(C(=O)NOC)C1=CC(=CC=C1)I)(C)C)(C)C 3-(3-Amino-2,2-dimethylpropoxy)-2-(3-iodophenyl)-N-methoxy-dimethylpropanamide